C1=C(C=CC2=CC=CC=C12)C=1C2=CC=CC=C2C=C2C=CC=CC12 9-(2-naphthyl)-anthracene